ClC1=C(C=C(C=C1)Cl)C=1C(C=CC(C1)=O)=O 2-(2,5-dichlorophenyl)cyclohexa-2,5-diene-1,4-dione